ethyl cis-2-methylpiperidine-3-carboxylate C[C@@H]1NCCC[C@@H]1C(=O)OCC